N-(1-amino-7-cyclopropyl-4b-hydroxy-10-oxo-4b,10-dihydro-9bH-indeno[1,2-b]benzofuran-9b-yl)acetamide NC1=C2C(C3(C(OC4=C3C=CC(=C4)C4CC4)(C2=CC=C1)O)NC(C)=O)=O